cesium stanniocalcium [SnH3][Ca].[Cs]